tert-butyl N-[(3R)-5-[(4-chlorophenyl)methyl]-4-oxo-7-(2-oxo-3H-1,3,4-oxadiazol-5-yl)-2,3-dihydro-1,5-benzothiazepin-3-yl]carbamate ClC1=CC=C(C=C1)CN1C([C@H](CSC2=C1C=C(C=C2)C2=NNC(O2)=O)NC(OC(C)(C)C)=O)=O